4-(5-amino-6-(4-fluorophenyl)-2H-indazol-2-yl)-2-methylbutane NC1=CC2=CN(N=C2C=C1C1=CC=C(C=C1)F)CCC(C)C